1-benzyl-4-bromo-3-methylindazole C(C1=CC=CC=C1)N1N=C(C2=C(C=CC=C12)Br)C